5,7-dichloro-8-fluoro-4-hydroxy-1-(4-methoxybenzyl)-1,6-naphthyridin-2(1H)-one ClC1=C2C(=CC(N(C2=C(C(=N1)Cl)F)CC1=CC=C(C=C1)OC)=O)O